(4aR,6aS,10aS,10bR)-3,4a,7,7,10a-pentamethyl-1,5,6,6a,8,9,10,10b-octahydrobenzo[f]chromene CC=1O[C@@]2(CC[C@@H]3[C@@]([C@H]2CC1)(CCCC3(C)C)C)C